antimonyl-phosphorus [Sb](=O)#P